N4-ethyl-N2-[1-(2-methylsulfonylethyl)indazol-4-yl]-5-(trifluoromethyl)pyrimidine-2,4-diamine C(C)NC1=NC(=NC=C1C(F)(F)F)NC1=C2C=NN(C2=CC=C1)CCS(=O)(=O)C